tert-Butyl (1-amino-3-(6,6-dimethyl-2-oxo-1,2,5,6,7,8-hexahydroquinolin-3-yl)-1-oxopropan-2-yl)carbamate NC(C(CC=1C(NC=2CCC(CC2C1)(C)C)=O)NC(OC(C)(C)C)=O)=O